ClC=1C=C(C=CC1OC)N1C(CC[C@H]1C1=NC2=C(N1C1CCC(CC1)(F)F)C=CC(=C2)C=2C(=NOC2C)C)=O (S)-1-(3-chloro-4-methoxyphenyl)-5-(1-(4,4-difluorocyclohexyl)-5-(3,5-dimethylisoxazol-4-yl)-1H-benzo[d]imidazol-2-yl)pyrrolidin-2-one